tert-butyl (3-(4-(3-(2-((tert-butoxycarbonyl)amino)oxazole-4-carboxamido)-4-chlorophenyl)-1H-pyrazol-1-yl)propyl)(ethyl)carbamate C(C)(C)(C)OC(=O)NC=1OC=C(N1)C(=O)NC=1C=C(C=CC1Cl)C=1C=NN(C1)CCCN(C(OC(C)(C)C)=O)CC